FC1=C(C=C2C(=C(N(C2=C1)C1=CC(=C(C=C1)F)C)C(C)C)CCC(=O)OCC)OC ethyl 3-[6-fluoro-1-(4-fluoro-3-methyl-phenyl)-2-isopropyl-5-methoxy-indol-3-yl]propanoate